oleamidopropyl-sodium silicate [Si](O)(O)(O)O.C(CCCCCCC\C=C/CCCCCCCC)(=O)NCCC[Na]